O=C1NC(CCC1N1C(C2=CC=C(C=C2C1=O)N1CCC(CC1)CN1CCN(CC1)CC1CCN(CC1)C1=NC=CC(=C1)C1=NNC2=CC=C(C=C12)OC1(CC1)C)=O)=O 2-(2,6-dioxo-3-piperidinyl)-5-[4-[[4-[[1-[4-[5-(1-methylcyclopropoxy)-1H-indazol-3-yl]-2-pyridinyl]-4-piperidinyl]methyl]piperazin-1-yl]methyl]-1-piperidinyl]isoindoline-1,3-dione